(4-(3-(benzo[d]thiazol-2-ylamino)-2-chlorobenzyl)piperazin-1-yl)(cyclopentyl)methanone S1C(=NC2=C1C=CC=C2)NC=2C(=C(CN1CCN(CC1)C(=O)C1CCCC1)C=CC2)Cl